CN(C(=O)C1=CC2=C(N=C(N=C2)NC2=NC=C(C=C2)N2C[C@@H](N(CC2)CCO)C)N1C1CCCC1)C 7-Cyclopentyl-2-{5-[(S)-4-(2-hydroxyethyl)-3-methyl-piperazin-1-yl]-pyridin-2-ylamino}-7H-pyrrolo[2,3-d]pyrimidine-6-carboxylic acid dimethylamide